OC1=C(\C=C\CCCC(=O)NN)C(=CC=C1)OC (E)-N'-(2-hydroxy-6-methoxybenzylidene)pentanoyl-hydrazine